ClC1=NC=C(C(=N1)C1=CC=C(C=C1)NC(CC(C)(C)C)=O)C N-(4-(2-chloro-5-methylpyrimidin-4-yl)phenyl)-3,3-dimethylbutyramide